F[C@@H]1[C@@H](CO[C@H](C1)C(=O)N1[C@H](C2=CC=CC=C2CC1)C1=CC=C(C=C1)F)NC(OC(C)(C)C)=O tert-butyl ((3R,4S,6R)-4-fluoro-6-((S)-1-(4-fluorophenyl)-1,2,3,4-tetrahydroisoquinoline-2-carbonyl)tetrahydro-2H-pyran-3-yl)carbamate